OC[C@H]1O[C@@H]([C@@H]([C@H]([C@H]1O)N1N=NC(=C1)C1=CC(=C(C(=C1)F)F)F)OC)CC1=CC(=NO1)C(C)(C)O (2R,3R,4S,5R,6R)-2-(hydroxymethyl)-6-((3-(2-hydroxypropan-2-yl)isoxazol-5-yl)methyl)-5-methoxy-4-(4-(3,4,5-trifluorophenyl)-1H-1,2,3-triazol-1-yl)tetrahydro-2H-pyran-3-ol